methyl 3-(9-((4-(aminomethyl)phenyl)carbamoyl)-4,5-dihydrobenzo[b]thieno[2,3-d]oxepin-8-yl)-6-(4-(trifluoromethyl)-1H-pyrazol-1-yl)picolinate NCC1=CC=C(C=C1)NC(=O)C1=CC2=C(OCCC3=C2SC=C3)C=C1C=1C(=NC(=CC1)N1N=CC(=C1)C(F)(F)F)C(=O)OC